N-({4-methyl-2-azabicyclo[3.1.1]hept-3-yl}methyl)carbamic acid tert-butyl ester C(C)(C)(C)OC(NCC1NC2CC(C1C)C2)=O